6-(3-ethynyltetrahydrofuran-2-carbonyl)-L-lysine C(#C)C1C(OCC1)C(=O)C(CCC[C@H](N)C(=O)O)N